Br.S1C(=NCC1)N 4,5-dihydrothiazol-2-amine hydrobromide